CC=1C=C2C(C(NC2=CC1)=O)=NN=C1SCC(N1C1=CC=C(C=C1)Br)=O 5-methyl-3-(2-(3-(4-bromophenyl)-4-oxothiazolidin-2-ylidene)hydrazono)-1H-indol-2-one